1,2,4-triethoxybenzene C(C)OC1=C(C=C(C=C1)OCC)OCC